NC=1C2=C(N=CN1)N(C(=C2C2=CC[C@H](CC2)C(=O)N2[C@@H](CCC2)C2CC2)C2=CC=C(C=C2)NC(C(=C)C)=O)C N-(4-(4-amino-5-((S)-4-((S)-2-cyclopropyl-pyrrolidine-1-carbonyl)cyclohex-1-en-1-yl)-7-methyl-7H-pyrrolo[2,3-d]pyrimidin-6-yl)phenyl)methacrylamide